Methyl 1-(3-(tert-butoxycarbonyl)phenethyl)-1H-1,2,4-triazole-3-carboxylate C(C)(C)(C)OC(=O)C=1C=C(CCN2N=C(N=C2)C(=O)OC)C=CC1